4-((5-amino-2-chloropyrimidin-4-yl)amino)bicyclo[2.2.1]heptan-1-ol NC=1C(=NC(=NC1)Cl)NC12CCC(CC1)(C2)O